ClC=1SC(=CC1C(=O)NC1CC1)C=1C=NN(C1)C1=C(C=C(C=C1Cl)C(C(F)(F)F)(C(F)(F)F)F)Cl 2-chloro-N-cyclopropyl-5-[1-[2,6-dichloro-4-[1,2,2,2-tetrafluoro-1-(trifluoromethyl)ethyl]phenyl]pyrazol-4-yl]thiophene-3-carboxamide